CC(CC1=NN=CN1C)(C)C=1C=C(C=CC1)NC(=O)C=1C(N(C=C(C1)C=C)CC(F)(F)F)=O N-(3-(2-methyl-1-(4-methyl-4H-1,2,4-triazol-3-yl)propan-2-yl)phenyl)-2-oxo-1-(2,2,2-trifluoroethyl)-5-vinyl-1,2-dihydropyridine-3-carboxamide